bisphenol-a cyanate [O-]C#N.OC1=CC=C(C=C1)C(C)(C)C1=CC=C(C=C1)O